ONC1(N=NN=N1)C1(N=NN=N1)NO dihydroxy-5,5'-bitetrazolediamine